1-(3,4-Dimethyl-2-phenyl-2H-pyrazolo[3,4-d]pyridazin-7-yl)-N-[2-(4-ethylpiperazin-1-yl)ethyl]piperidine-4-carboxamide CC=1N(N=C2C(=NN=C(C21)C)N2CCC(CC2)C(=O)NCCN2CCN(CC2)CC)C2=CC=CC=C2